C1(CC1)NC1=CC=NC=2N1N=CC2C#N 7-(cyclopropylamino)pyrazolo[1,5-a]pyrimidin-3-carbonitril